CN(CC=CC(=O)Cl)C 4-(dimethylamino)-2-butenoyl chloride